ClC1=NC(=NC(=C1)Cl)C1=NC(=CC=C1)C 4,6-dichloro-2-(6-methylpyridin-2-yl)pyrimidine